anti-prenyl-indole C(C=C(C)C)C=1NC2=CC=CC=C2C1